((S)-2,2-di((Z)-octadec-9-en-1-yl)-1,3-dioxolan-4-yl)-N,N-dimethylethane-1-amine C(CCCCCCC\C=C/CCCCCCCC)C1(OC[C@@H](O1)C(C)N(C)C)CCCCCCCC\C=C/CCCCCCCC